CC=1C=C(OC(CNC(C)=N)C)C=CC1 N-[2-(3-methylphenoxy)propyl]Ethanimidamide